NS(=NC(CC1=C(C(=C(C=C1C(C)C)C#N)F)C(C)C)=O)(=O)C=1SC=C(N1)C(C)(C)O N-(amino(4-(2-hydroxypropan-2-yl)thiazol-2-yl)(oxo)-λ6-sulfaneylidene)-2-(4-cyano-3-fluoro-2,6-diisopropylphenyl)acetamide